7-fluoro-1,3-benzothiazol FC1=CC=CC=2N=CSC21